C(C1=CC=CC=C1)OC(COC=1C=C2CCN(C2=CC1)C1=CC=C(C=C1)C1=N[C@H](C=2N(C3=C1C(=C(S3)C)C)C(=NN2)C)CC(=O)OC)=O methyl [(6S)-4-(4-{5-[2-(benzyloxy)-2-oxoethoxy]-2,3-dihydro-1H-indol-1-yl}phenyl)-2,3,9-trimethyl-6H-thieno[3,2-f][1,2,4]triazolo[4,3-a][1,4]diazepin-6-yl]acetate